O=C1C2=C(N=CN1)N(C=C2C2=CC=C(C=C2)CC(=O)O)C2=CC=CC=C2 [4-(4-oxo-7-phenyl-4,7-dihydro-3H-pyrrolo[2,3-d]pyrimidin-5-yl)-phenyl]-acetic acid